FC=1C=CC2=C(N=C(O2)C2=CC=C(C=C2)NC(=O)C2CCSCC2)C1 N-[4-(5-Fluoro-1,3-benzoxazol-2-yl)phenyl]tetrahydrothiopyran-4-carboxamid